tert-butyl N-[2-[4-[4-[(2,6-dioxo-3-piperidyl)amino]phenyl]piperazin-1-yl]ethyl]carbamate O=C1NC(CCC1NC1=CC=C(C=C1)N1CCN(CC1)CCNC(OC(C)(C)C)=O)=O